(2-(8-oxa-3-azabicyclo[3.2.1]octan-3-yl)-7-fluoroquinolin-8-yl)-6-ethylpyridin-2-amine C12CN(CC(CC1)O2)C2=NC1=C(C(=CC=C1C=C2)F)C=2C(=NC(=CC2)CC)N